FC(C1=CN=CC(=N1)C(=NO)C1=NC(=CN=C1)C(F)(F)F)(F)F [6-(trifluoromethyl)pyrazin-2-yl]Ketoxime